N1=C(C=C1)N[C@@H](CS)C(=O)O N-Azetylcystein